N-[(3S)-2,6-dioxo-3-piperidinyl]-1,2,3,4-tetrahydroquinoline-4-carboxamide O=C1NC(CC[C@@H]1NC(=O)C1CCNC2=CC=CC=C12)=O